4-(8-(4,4-difluoropiperidin-1-yl)quinolin-6-yl)-1H-1,2,3-triazole FC1(CCN(CC1)C=1C=C(C=C2C=CC=NC12)C=1N=NNC1)F